N-(2-aminoethyl)-2-aminoethylmethylmethoxyethoxysilane NCCNCC[SiH](OCCOC)C